2-methylpyrimidin-5-yl-1-(pyridin-4-yl)indolin-2-one CC1=NC=C(C=N1)C1C(N(C2=CC=CC=C12)C1=CC=NC=C1)=O